ClC=1C=C(C=CC1)NC(=O)NC=1SC(=CN1)CCNC=1C2=C(N=CN1)C=CS2 1-(3-chlorophenyl)-3-[5-[2-(thieno[3,2-d]pyrimidin-4-ylamino)ethyl]-1,3-thiazol-2-yl]urea